2-iodo-5-(3-(pyrrolidin-1-yl)-1,2,4-oxadiazol-5-yl)phenol IC1=C(C=C(C=C1)C1=NC(=NO1)N1CCCC1)O